5-[7-[[6-(2,2-dimethylmorpholin-4-yl)pyridazin-3-yl]amino]-3-methylimidazo[4,5-b]pyridin-5-yl]oxy-4-methylpyridine-2-carbonitrile CC1(CN(CCO1)C1=CC=C(N=N1)NC1=C2C(=NC(=C1)OC=1C(=CC(=NC1)C#N)C)N(C=N2)C)C